(S)-6-((5-methyl-3-(6-methylpyridin-3-yl)isoxazol-4-yl)methoxy)-N-(tetrahydrofuran-3-yl)pyridazine-3-carboxamide CC1=C(C(=NO1)C=1C=NC(=CC1)C)COC1=CC=C(N=N1)C(=O)N[C@@H]1COCC1